(R)-7-chloro-N-(1-(2-methyl-3-(trifluoromethyl)phenyl)ethyl)-6-(4-(tetrahydro-2H-pyran-4-yl)piperazin-1-yl)pyrido[2,3-d]pyrimidin-4-amine ClC=1C(=CC2=C(N=CN=C2N[C@H](C)C2=C(C(=CC=C2)C(F)(F)F)C)N1)N1CCN(CC1)C1CCOCC1